bis(piperidin-2-yl)amine N1C(CCCC1)NC1NCCCC1